N1CC(C1)COC1=CC=C(C=C1)C1(CCOCC1)C1=CC=C(C=C1)O 4-(4-(4-(azetidin-3-ylmethoxy)phenyl)tetrahydro-2H-pyran-4-yl)phenol